FC=1C=C2C(=NC(=NC2=C(C1)F)OCC1(C(C1)C(=O)OC)CO)N1C[C@@]2(CC[C@H](C1)N2C(=O)OC(C)(C)C)C tert-butyl (1S,5R)-3-(6,8-difluoro-2-((1-(hydroxymethyl)-2-(methoxycarbonyl)cyclopropyl)methoxy)quinazolin-4-yl)-1-methyl-3,8-diazabicyclo[3.2.1]octane-8-carboxylate